4-[[3-(4-chloro-2,3-difluorophenyl)imidazo[1,2-a]pyrazin-8-yl]amino]-2-methyl-N-[(1-methylpiperidin-4-yl)methyl]benzamide ClC1=C(C(=C(C=C1)C1=CN=C2N1C=CN=C2NC2=CC(=C(C(=O)NCC1CCN(CC1)C)C=C2)C)F)F